FC1(CCC2=C1N=C(N=C2C2=CC1=C(C=C2)[C@@]2(C(N(C(N2)=O)CC)=O)CO1)N1[C@H]([C@@H](C1)O)C)F (3S)-6-[7,7-difluoro-2-[(2S,3R)-3-hydroxy-2-methyl-azetidin-1-yl]-5,6-dihydrocyclopenta[d]pyrimidin-4-yl]-3'-ethyl-spiro[2H-benzofuran-3,5'-imidazolidine]-2',4'-dione